C1(CC1)C1=CC(=NO1)C1=CC=C(C=C1)NC(C1=CC(=CC=C1)CN1CCS(CC1)(=O)=O)=O N-[4-(5-Cyclopropyl-1,2-oxazol-3-yl)phenyl]-3-[(1,1-dioxo-1,4-thiazinan-4-yl)methyl]benzamide